N-(6-(4-hydroxy-2,2-dimethylpyrrolidin-1-yl)pyridin-2-yl)-6-((1-hydroxy-2-methylpropan-2-yl)amino)-2-(6-azaspiro[2.5]octan-6-yl)nicotinamide OC1CC(N(C1)C1=CC=CC(=N1)NC(C1=C(N=C(C=C1)NC(CO)(C)C)N1CCC2(CC2)CC1)=O)(C)C